4-(2-((4-acryloyl-1-methylpiperazin-2-yl) methoxy)-8-fluoro-4-(1,4-oxazepan-4-yl) pyrido[4,3-d]pyrimidin-7-yl)-5-ethynyl-6-fluoronaphthalen-2-yl acrylate C(C=C)(=O)OC1=CC2=CC=C(C(=C2C(=C1)C1=C(C=2N=C(N=C(C2C=N1)N1CCOCCC1)OCC1N(CCN(C1)C(C=C)=O)C)F)C#C)F